1-phenyl-1,3,4,6-tetrahydro-2,5-benzoxazocine C1(=CC=CC=C1)C1OCCNCC2=C1C=CC=C2